5,7-dihydrospiro[cyclopenta[b]pyridin-6,4'-piperidin]-5-amine dihydrochloride Cl.Cl.N1CCC2(CC1)C(C=1C(=NC=CC1)C2)N